[Na+].C(C)S(=O)(=O)[O-].ClC1=CC=C2CCN(C(C2=C1)=O)C(C(=O)NC1=CC=C(C=C1)C1=NN(C=C1)C)=C (R)-2-(7-Chloro-1-oxo-3,4-dihydroisoquinolin-2(1H)-yl)-N-(4-(1-methyl-1H-pyrazol-3-yl)phenyl)propenamide ethanesulfonate sodium salt